2-[[6-(1,3-Benzothiazol-2-ylamino)-5-methyl-pyridazin-3-yl]-(2,3-dihydroxypropyl)amino]thiazole-4-carboxylic acid S1C(=NC2=C1C=CC=C2)NC2=C(C=C(N=N2)N(C=2SC=C(N2)C(=O)O)CC(CO)O)C